2-(1-((R)-2-(((1R,3S,5S)-8-oxabicyclo[3.2.1]oct-3-yl)oxy)-2-(2-methoxyphenyl)ethyl)-6-cyano-5-methyl-2,4-dioxo-1,4-dihydrothieno[2,3-d]pyrimidin-3(2H)-yl)-2-methylpropionic acid [C@H]12CC(C[C@H](CC1)O2)O[C@@H](CN2C(N(C(C1=C2SC(=C1C)C#N)=O)C(C(=O)O)(C)C)=O)C1=C(C=CC=C1)OC